4-(4-(tert-butyl)-1H-imidazol-1-yl)-3-fluoro-5-(2-trityl-2H-tetrazol-5-yl)aniline C(C)(C)(C)C=1N=CN(C1)C1=C(C=C(N)C=C1C=1N=NN(N1)C(C1=CC=CC=C1)(C1=CC=CC=C1)C1=CC=CC=C1)F